2-((1H-1,2,3-triazol-4-yl)methyl)-3-((4-chloro-1-methyl-1H-pyrazol-5-yl)methyl)isoindolin-1-one N1N=NC(=C1)CN1C(C2=CC=CC=C2C1CC1=C(C=NN1C)Cl)=O